COC(=O)C=1C(=NC2=CC=CC=C2C1)COC1=CC=C(C=C1)C1=NN(C=C1C1=CC=NC=C1)C 2-[[4-[1-methyl-4-(4-pyridinyl)pyrazol-3-yl]phenoxy]methyl]quinoline-3-carboxylic acid methyl ester